(R)-3-Hydroxy-1-methyl-3-(5-(6-(2-((1-methyl-1H-pyrazol-4-yl)amino)pyrimidin-4-yl)pyridin-2-yl)isoxazol-3-yl)pyrrolidin-2-one O[C@@]1(C(N(CC1)C)=O)C1=NOC(=C1)C1=NC(=CC=C1)C1=NC(=NC=C1)NC=1C=NN(C1)C